P(=O)(O)(O)O.C(C)(C)(C)C1=C(C=CC(=C1)C(C)(C)C)C(O)(C(CO)(CO)CO)C1=C(C=C(C=C1)C(C)(C)C)C(C)(C)C bis(2,4-di-tert-butylphenyl)pentaerythritol mono-phosphate